azepan-4-yl-methanesulfonamide N1CCC(CCC1)CS(=O)(=O)N